4-(4-bromobenzyl)-4-fluorotetrahydro-2H-pyran BrC1=CC=C(CC2(CCOCC2)F)C=C1